4-(cyclopentylamino)-2-((4-(6-fluoropyridin-3-yl)-2-methoxyphenyl)amino)-7H-pyrrolo[2,3-d]pyrimidine-5-carbonitrile C1(CCCC1)NC=1C2=C(N=C(N1)NC1=C(C=C(C=C1)C=1C=NC(=CC1)F)OC)NC=C2C#N